OCCCS(=O)(=O)N[C@@H]1C[C@@H](C1)N(C=1C2=C(N=CN1)N(C=C2)S(=O)(=O)C2=CC=C(C)C=C2)C 3-hydroxy-N-(cis-3-(methyl(7-tosyl-7H-pyrrolo[2,3-d]pyrimidin-4-yl)amino)cyclobutyl)propane-1-sulfonamide